C(CCC)N(CCCC)C1=NC(=NC(=N1)S)S 2-(N,N-dibutylamino)-4,6-dimercaptos-triazine